[Br-].[NH+]1=CCC2=CC=CC=C12 3H-indol-1-ium bromide